C(C)OC(=O)C=1C=NC(=C(C1Cl)[N+](=O)[O-])Cl 4,6-dichloro-5-nitro-pyridine-3-carboxylic acid ethyl ester